C(C)(C)(C)OC(N[C@@H]1COCC12CCN(CC2)C2=C(N=C1C(=N2)N(N=C1C1=C(C2=CN(N=C2C=C1)C)Cl)C1OCCN1)C)=O N-[(4S)-8-[3-(4-chloro-2-methyl-2H-indazol-5-yl)-5-methyl-1-(oxazolidin-2-yl)-1H-pyrazolo[3,4-b]pyrazin-6-yl]-2-oxa-8-azaspiro[4.5]dec-4-yl]carbamic acid tert-butyl ester